ClC1=C(C=C(C=C1)Cl)C=1OC(=CN1)C(=O)OCC ethyl 2-(2,5-dichloro phenyl)oxazole-5-carboxylate